Tert-Butyl 4-bromo-7-chloro-1-oxoisoindoline-2-carboxylate BrC1=C2CN(C(C2=C(C=C1)Cl)=O)C(=O)OC(C)(C)C